7-[4-{[4-(3-methanesulfonylpropanesulfonyl)phenoxy]methyl}-2-methylpyrrolidin-1-yl]-5,6,7,8-tetrahydronaphthalene-2-carbonitrile CS(=O)(=O)CCCS(=O)(=O)C1=CC=C(OCC2CC(N(C2)C2CCC=3C=CC(=CC3C2)C#N)C)C=C1